(E)-3-Bromo-7,8-dihydroquinoline-5(6H)-one oxime BrC=1C=NC=2CCC\C(\C2C1)=N/O